C(C)(C)(C)OC(NC1CN(C1)C(C1=NC(=CC=C1C(F)F)Cl)=O)=O N-[1-[6-chloro-3-(difluoromethyl)picolinoyl]azetidin-3-yl]carbamic acid tert-butyl ester